FC(C=1N=CSC1C(=O)O)(F)F 4-(trifluoromethyl)-1,3-thiazole-5-carboxylic acid